1-bromo-4-(1-(methylsulfonyl)ethyl)benzene BrC1=CC=C(C=C1)C(C)S(=O)(=O)C